2-[1-[2-[2-(3-Hydroxy-3-methyl-but-1-ynyl)pyrimidin-5-yl]-6-methyl-4-oxo-chromen-8-yl]ethylamino]benzoic acid OC(C#CC1=NC=C(C=N1)C=1OC2=C(C=C(C=C2C(C1)=O)C)C(C)NC1=C(C(=O)O)C=CC=C1)(C)C